CN=NC1=NC(=NC=C1)C(=O)O methyl-azocarboxypyrimidine